C1(CCC1)N1N=CC(=C1)C1=C(C(=O)O)C=C(C=C1)NC(=O)C1(CC1)C1=C(C=C(C=C1)C)F 2-(1-Cyclobutyl-1H-pyrazol-4-yl)-5-({[1-(2-fluoro-4-methylphenyl)cyclopropyl]carbonyl}amino)benzoic acid